BrC=1C(=CC(=C(C1)CO)F)I (5-bromo-2-fluoro-4-iodophenyl)methanol